3-((tert-butoxycarbonyl)amino)propyl (E)-3-(4-fluorophenyl)acrylate FC1=CC=C(C=C1)/C=C/C(=O)OCCCNC(=O)OC(C)(C)C